CC1=CC=C(C=C1)S(=O)(=O)OCC(OC1CC2(CN(C2)C(=O)OC(C)(C)C)C1)COS(=O)(=O)C1=CC=C(C)C=C1 tert-butyl 6-[2-(p-toluenesulfonyloxy)-1-(p-toluenesulfonyloxymethyl) ethoxy]-2-azaspiro[3.3]heptane-2-carboxylate